N,N-bis(2-formyloxyethyl)-2-(2-formyloxyethoxycarbonyl)ethylamine C(=O)OCCN(CCOC=O)CCC(=O)OCCOC=O